O[C@@H]1[C@H](O)[C@@H](O)CO1 beta-L-threose